4-(4-((4-tert-butoxypiperidin-1-yl)methyl)-3-methylbenzylamino)-2-(2,6-dioxopiperidin-3-yl)isoindoline-1,3-dione C(C)(C)(C)OC1CCN(CC1)CC1=C(C=C(CNC2=C3C(N(C(C3=CC=C2)=O)C2C(NC(CC2)=O)=O)=O)C=C1)C